FC1=C(C=CC=C1)NC(C(=O)N[C@H](C(N[C@@H](C[C@H]1C(NCC1)=O)C(COC1=NC(=NC=C1)C(F)(F)F)=O)=O)CC(C)C)=O N1-(2-fluorophenyl)-N2-((S)-4-methyl-1-oxo-1-(((S)-3-oxo-1-((S)-2-oxopyrrolidin-3-yl)-4-((2-(trifluoromethyl)pyrimidin-4-yl)oxy)butan-2-yl)amino)pentan-2-yl)oxalamide